C(=O)(C=C)NCC(=O)NCC1=C(C=CC=C1)[N+](=O)[O-] acryl-N-(2-nitrobenzyl)glycinamide